(3S)-1'-{5-[(2,3-dichloropyridin-4-yl)sulfanyl]pyrazin-2-yl}-1,3-dihydrospiro[inden-2,4'-piperidin]-3-amine ClC1=NC=CC(=C1Cl)SC=1N=CC(=NC1)N1CCC2(CC1)CC1=CC=CC=C1[C@H]2N